4-chloro-5-iodopyridine ClC1=CC=NC=C1I